FC1=C(C=C(C(=C1)F)F)CCCC=O 4-(2,4,5-Trifluorophenyl)-1-butanone